3-[3-(2-methoxyphenyl)-1-[[2-(trimethylsilyl)ethoxy]methyl]pyrrolo[2,3-b]pyridin-6-yl]-1-[2-(4-methylpiperazin-1-yl)ethyl]urea COC1=C(C=CC=C1)C1=CN(C2=NC(=CC=C21)NC(NCCN2CCN(CC2)C)=O)COCC[Si](C)(C)C